C(C)C1(OC2=CC=C(C=C2C(C1)=O)C1=NC(=NO1)C=1C=NC=C(C1)C)CC 2,2-diethyl-6-(3-(5-methylpyridin-3-yl)-1,2,4-oxadiazol-5-yl)chroman-4-one